10-(2-bromoethyl)-2-methoxy-5,6-dimethyl-9-acridone BrCCN1C=2C=CC(=CC2C(C2=CC=C(C(=C12)C)C)=O)OC